tert-butyl 8-[3-carbamoyl-2-(4-phenoxyphenyl)-4,5,6,7-tetrahydro-2H-pyrazolo[4,3-b]pyridin-7-yl]-5,8-diazaspiro[3.5]nonane-5-carboxylate C(N)(=O)C=1N(N=C2C1NCCC2N2CCN(C1(CCC1)C2)C(=O)OC(C)(C)C)C2=CC=C(C=C2)OC2=CC=CC=C2